(S)-N-((R)-1-(2-fluoro-3-((trifluoromethyl)sulfonyl)phenyl)ethyl)-2-Methylpropane-2-sulfinamide FC1=C(C=CC=C1S(=O)(=O)C(F)(F)F)[C@@H](C)N[S@@](=O)C(C)(C)C